8-(2,4-dichlorophenyl)-9-(4-((1-(3-fluoropropyl)-3-methylazetidin-3-yl)methyl)phenyl)-6,7-dihydro-5H-benzo[7]annulene-3-carboxylic acid ClC1=C(C=CC(=C1)Cl)C=1CCCC2=C(C1C1=CC=C(C=C1)CC1(CN(C1)CCCF)C)C=CC(=C2)C(=O)O